FC=1C=CC(=C(C1)NC=1C=C(C=2N(N1)C(=CN2)C(=O)N[C@H]2C(N(CC2)C)=C=O)NC)OC (R)-6-((5-fluoro-2-methoxyphenyl)amino)-N-(1-methyl-2-carbonylpyrrolidin-3-yl)-8-(methylamino)imidazo[1,2-b]pyridazine-3-carboxamide